FC(C1=NN=C(S1)C1=CN=C2N1C=C(C=C2N2C[C@H]1[C@H](C2)COC1)S(=O)(=O)NC1(CC1)C)F 3-(5-(difluoromethyl)-1,3,4-thiadiazol-2-yl)-N-(1-methylcyclopropyl)-8-((trans)-tetrahydro-1H-furo[3,4-c]pyrrol-5(3H)-yl)imidazo[1,2-a]pyridine-6-sulfonamide